C(#N)N1CC2(C(NC3=CC(=CC=C3C2)C2=CC=C(C(=O)N(C)C)C=C2)=O)CC1 4-(1-Cyano-2'-oxo-1',4'-dihydro-2'H-spiro[pyrrolidine-3,3'-quinolin]-7'-yl)-N,N-dimethylbenzamide